4-(2-(piperidin-1-yl)ethoxy)phenylboronic acid pinacol ester N1(CCCCC1)CCOC1=CC=C(C=C1)B1OC(C)(C)C(C)(C)O1